1,1,1-trifluoro-2-(trifluoromethyl)-2-hydroxy-4-methyl-5-pentyl methacrylate C(C(=C)C)(=O)OCC(CC(C(F)(F)F)(O)C(F)(F)F)C